C(C)(C)(C)NC=1N=C2C(=CC=NC2=CC1)C1=C(C=2C(NCCC2N1)=O)I 2-[6-(tert-butylamino)-1,5-naphthyridin-4-yl]-3-iodo-1h,5h,6h,7h-pyrrolo[3,2-c]Pyridin-4-one